3-[2-(2-methylpyrazol-3-yl)-1-(p-tolylsulfonyl)pyrrolo[2,3-b]pyridin-5-yl]cyclopentanol CN1N=CC=C1C1=CC=2C(=NC=C(C2)C2CC(CC2)O)N1S(=O)(=O)C1=CC=C(C=C1)C